N-(4-fluoro-2-methylbenzo[d]oxazol-6-yl)-1,1-diphenylmethanimine FC1=CC(=CC2=C1N=C(O2)C)N=C(C2=CC=CC=C2)C2=CC=CC=C2